FC(C(=O)O)(F)F.C(C1=CC=CC=C1)N(CC(=O)O)CCN(CC=1C=NC=CC1)CC(=O)O 2-(benzyl(2-((carboxymethyl)(pyridin-3-ylmethyl)amino)ethyl)amino)acetic acid, 2,2,2-trifluoroacetate salt